C(C)N1C=NC2=C1N=NC=C2C=2C=CC(=C(C2)C=2C=C1C=CN=CC1=CC2OC)F 6-(5-(7-Ethyl-7H-imidazo[4,5-c]pyridazin-4-yl)-2-fluorophenyl)-7-methoxyisoquinoline